6-(2-Methoxyethoxy)-4-(6-(6-((6-methoxypyridine-3-yl)methyl)-3,6-diazabicyclo[3.1.1]heptan-3-yl)pyridin-3-yl)-N,N-dimethylpyrazolo[1,5-a]pyridine-3-carboxamide COCCOC=1C=C(C=2N(C1)N=CC2C(=O)N(C)C)C=2C=NC(=CC2)N2CC1N(C(C2)C1)CC=1C=NC(=CC1)OC